BrC1=CC=2N(C=C1)C=C(N2)CBr 7-bromo-2-(bromomethyl)imidazo[1,2-a]pyridine